pyrazolo[3,4-d]pyrimidin-3(2H)-one dihydrochloride Cl.Cl.N1NC(C=2C1=NC=NC2)=O